1-(2-cyanoprop-2-yl)-1H-pyrrole-3-carboxylic acid tert-butyl ester C(C)(C)(C)OC(=O)C1=CN(C=C1)C(C)(C)C#N